ClC1=C(C=C(C=C1)C1=CN(C(C=C1)=O)C(C)C)CC(C(NC1=CC=C(C=C1)C=1C=NNC1)=O)NC(=O)C=1C(=NOC1)C N-[1-[[2-chloro-5-(1-isopropyl-6-oxo-3-pyridyl)phenyl]methyl]-2-oxo-2-[4-(1H-pyrazol-4-yl)anilino]ethyl]-3-methyl-isoxazole-4-carboxamide